C(CCC)N(CC1=CC=C(C=C1)[C@H]1COC2=C(O1)C=CC=C2)CC2=CC=C(C(=O)O)C=C2 4-[(butyl{4-[(2S)-2,3-dihydro-1,4-benzodioxin-2-yl]benzyl}amino)methyl]benzoic acid